N-[1-[5-bromo-2-[5-(2,2,2-trifluoroethoxy)pyrimidin-2-yl]-1,2,4-triazol-3-yl]ethyl]-3-(1-cyano-1-methyl-ethyl)-5-(trifluoromethyl)benzamide BrC=1N=C(N(N1)C1=NC=C(C=N1)OCC(F)(F)F)C(C)NC(C1=CC(=CC(=C1)C(F)(F)F)C(C)(C)C#N)=O